8-cyclopentyl-2-(piperidin-4-ylamino)pyrido[2,3-d]pyrimidin-7(8H)-one C1(CCCC1)N1C(C=CC2=C1N=C(N=C2)NC2CCNCC2)=O